N-ethyl-5-methyl-N-(thiophen-2-ylmethyl)benzofuran-2-carboxamide C(C)N(C(=O)C=1OC2=C(C1)C=C(C=C2)C)CC=2SC=CC2